FC(C1=CC=C(C=N1)C=1C=NC(=C2C=CC=NC12)NCC1(COCC1)O)(F)F 3-(((8-(6-(trifluoromethyl)pyridin-3-yl)-1,6-naphthyridin-5-yl)amino)methyl)tetrahydrofuran-3-ol